CN1N=C(N=C1C(=O)N1[C@@H](C2=C(CC1)NC=N2)C2=NN1C(C(=CC=C1)C)=C2)C(F)(F)F (S)-(1-methyl-3-(trifluoromethyl)-1H-1,2,4-triazol-5-yl)(4-(4-methylpyrazolo[1,5-a]pyridin-2-yl)-6,7-dihydro-1H-imidazo[4,5-c]pyridin-5(4H)-yl)methanone